2-[(7RS)-2-(4-fluorophenyl)-3-(pyridin-4-yl)-4,5,6,7-tetrahydropyrazolo[1,5-a]pyrazin-7-yl]ethan-1-ol hydrogen chloride Cl.FC1=CC=C(C=C1)C1=NN2C(CNC[C@H]2CCO)=C1C1=CC=NC=C1 |r|